ClC1=CC=C(C(=N1)C(=O)NOC)O[C@H](C)C=1C=C(C=C2C(C(=C(OC12)C=1C=NN(C1)C)C)=O)C 6-Chloro-3-[(1R)-1-[3,6-dimethyl-2-(1-methylpyrazol-4-yl)-4-oxo-chromen-8-yl]ethoxy]-N-methoxy-pyridine-2-carboxamide